NC1=C(C=CC=C1)NC(\C=C\C1=CC=C(C=C1)S(=O)(=O)N1C=CC2=CC(=CC=C12)OCCCN1CCCCC1)=O (E)-N-(2-Aminophenyl)-3-(4-((5-(3-(piperidin-1-yl)propoxy)-1H-indol-1-yl)sulfonyl)phenyl)acrylamide